Cl.C(C)(=O)C=1C(=CC2=C(OCO2)C1)NC(CC1CNCCC1)=O N-(6-acetylbenzo[d][1,3]-dioxol-5-yl)-2-(piperidin-3-yl)acetamide HCl salt